N(=C=O)C12CC3CC(CC(C1)C3)C2 (3S,5S,7S)-1-isocyanatoadamantane